CN(C)S(=O)(=O)N1CCNCC1 N,N-dimethylpiperazine-1-sulfonamide